arsenic-tellurium [Te].[As]